(3-aminopropyl)benzenesulfonic acid NCCCC1=C(C=CC=C1)S(=O)(=O)O